ClCC=1C=C(C(=C(C1)C)SCC1=CC(=C(C=C1)Cl)Cl)C 5-(chloromethyl)-2-{[(3,4-dichlorophenyl)methyl]sulfanyl}-1,3-dimethylbenzene